1-Butyl-3-propylpyrrolidinium methansulfonat CS(=O)(=O)[O-].C(CCC)[NH+]1CC(CC1)CCC